isobutyl methacrylate (iso-butyl methacrylate) C(C(C)C)C=C(C(=O)O)C.C(C(=C)C)(=O)OCC(C)C